(3-bromopropyl)-tripropylammonium bromide [Br-].BrCCC[N+](CCC)(CCC)CCC